ClC1=C(C=CC=C1C1=CC2=C(C(=NO2)CC2=NN(C=C2)C)C=C1)C1C(NC(CC1)=O)=O 3-(2-chloro-3-(3-((1-methyl-1H-pyrazol-3-yl)methyl)benzo[d]isoxazol-6-yl)phenyl)piperidine-2,6-dione